(1R,2S,5S)-2-Benzyl 3-tert-butyl 3-azabicyclo[3.1.0]hexane-2,3-dicarboxylate [C@@H]12[C@H](N(C[C@H]2C1)C(=O)OC(C)(C)C)C(=O)OCC1=CC=CC=C1